C(C1=CC=CC=C1)OC(=O)N1CC(C1)(OS(=O)(=O)C)C1=CC=C(C=C1)Cl 3-(4-chlorophenyl)-3-methylsulfonyloxy-azetidine-1-carboxylic acid benzyl ester